4-(4-(3,8-diazabicyclo[3.2.1]octan-3-yl)-6,8-difluoro-2-(((2R,7aS)-2-fluorotetrahydro-1H-pyrrolizin-7a(5H)-yl)methoxy)-5-methoxyquinazolin-7-yl)-5-ethynyl-6-fluoronaphthalen-2-ol C12CN(CC(CC1)N2)C2=NC(=NC1=C(C(=C(C(=C21)OC)F)C2=CC(=CC1=CC=C(C(=C21)C#C)F)O)F)OC[C@]21CCCN1C[C@@H](C2)F